OCC=1C=NC=2C([C@H]3[C@](CC2C1)([C@H]1CC=C2[C@H]4[C@H](CCC[C@H]4CC[C@]2([C@@]1(CC3)C)C)C)C)(C)C (1S,4aS,6aS,6bR,8aR,14aR,14bR,16bS)-12-(hydroxymethyl)-1,6a,6b,9,9,14a-hexamethyl-1,2,3,4,4a,5,6,6a,6b,7,8,8a,9,14,14a,14b,15,16b-octadecahydrochryseno[1,2-g]Quinolin